COC=1C=C2CC(C(C2=CC1OC)=O)CC1CCNCC1 5,6-dimethoxy-2-(piperidin-4-yl-methyl)-2,3-dihydro-1H-inden-1-one